C(C)(=O)C1=NN(C2=CC=C(C=C12)OCCS(=O)(=O)CC1(COC1)C)CC(=O)N1[C@@H]2C[C@@]2(CC1C(=O)NC1=NC(=CC=C1C)Br)C (1R,5R)-2-(2-(3-acetyl-5-(2-(((3-methyloxetan-3-yl)methyl)sulfonyl)ethoxy)-1H-indazol-1-yl)acetyl)-N-(6-bromo-3-methylpyridin-2-yl)-5-methyl-2-azabicyclo[3.1.0]hexane-3-carboxamide